[C@@H]12OC[C@@H](N(C1)CCOC=1N=C(C3=C(N1)C(=C(N=C3)Cl)F)N3CC1CCC(C3)N1C(=O)OCCCC)C2 butyl 3-(2-(2-((1S,4S)-2-oxa-5-azabicyclo[2.2.1]heptan-5-yl)ethoxy)-7-chloro-8-fluoropyrido[4,3-d]pyrimidin-4-yl)-3,8-diazabicyclo[3.2.1]octane-8-carboxylate